N1(CCCCC1)CCC(=O)N1CCN(C2=CC=CC=C12)CC1=NC=CC=C1 3-(piperidin-1-yl)-1-(4-(pyridin-2-ylmethyl)-3,4-dihydroquinoxalin-1(2H)-yl)propan-1-one